NC=1SC2=C(N1)C=CC(=C2)C=2C(=C(C(=CC2)F)N2OCC[C@H]2C2=CC=CC=C2)F (S)-N-(3-(2-aminobenzo[d]thiazol-6-yl)-2,6-difluorophenyl)-3-phenylisoxazolidine